2-(4-acetylphenyl)-10-amino-7,7-dimethyl-5,12b-dihydro-1H,7H-chromeno[4,3-c][1,2,4]triazolo[1,2-a]Pyridazine C(C)(=O)C1=CC=C(C=C1)N1CN2N(CC=C3C2C=2C=CC(=CC2OC3(C)C)N)C1